2-(4-(1'-(2,6-dioxopiperidin-3-yl)-2'-oxo-1,3-dihydrospiro[inden-2,3'-indolin]-5-yl)piperazin-1-yl)acetamide O=C1NC(CCC1N1C(C2(C3=CC=CC=C13)CC1=CC=C(C=C1C2)N2CCN(CC2)CC(=O)N)=O)=O